COC1=C(CNC(C([C@H](C[C@H]2C(NCC2)=O)NC([C@H](CC(C)C)NC(=O)C2(C3=CC=CC=C3C=3C=CC=CC23)O)=O)=O)=O)C=CC(=C1)OC N-((S)-1-(((S)-4-((2,4-dimethoxybenzyl)amino)-3,4-dioxo-1-((S)-2-oxopyrrolidin-3-yl)butan-2-yl)amino)-4-methyl-1-oxopentan-2-yl)-9-hydroxy-9H-fluorene-9-carboxamide